2,3-DIMETHYLPHENYLISOCYANIDE CC1=C(C=CC=C1C)[N+]#[C-]